[Mg+2].C(C)(C)(C)OC(CC(=O)[O-])=O.C(C)(C)(C)OC(CC(=O)[O-])=O 3-(tert-butoxy)-3-oxopropanoic acid magnesium salt